(1R,3S,Z)-5-(2-((1R,3aS,7aR,E)-1-((S)-1-((R)-3-hydroxy-3-methylpyrrolidin-1-yl)Propan-2-yl)-7a-methyloctahydro-4H-inden-4-ylidene)ethylidene)-4-methylenecyclohexane-1,3-diol O[C@]1(CN(CC1)C[C@@H](C)[C@H]1CC[C@H]2\C(\CCC[C@]12C)=C\C=C\1/C([C@H](C[C@@H](C1)O)O)=C)C